OC1=C(C=C(C=C1)NC(C1=CC=C(C=C1)SCCC1=CC=C(C=C1)OC(F)(F)F)=O)S(=O)(=O)C N-(4-hydroxy-3-(methylsulfonyl)phenyl)-4-((4-(trifluoromethoxy)phenethyl)thio)benzamide